cis-2-((1-(4-hydroxy-4-methylcyclohexyl)-3-isopropoxy-1H-pyrazol-4-yl)amino)-7-((S)-1-methoxypropane-2-yl)-7H-pyrrolo[2,3-d]pyrimidine-6-carbonitrile OC1(CCC(CC1)N1N=C(C(=C1)NC=1N=CC2=C(N1)N(C(=C2)C#N)[C@H](COC)C)OC(C)C)C